3-(4-(((4-((adamantan-1-ylamino)methyl)thiazol-2-yl)methyl)thio)-1-oxoisoindolin-2-yl)piperidine-2,6-dione C12(CC3CC(CC(C1)C3)C2)NCC=2N=C(SC2)CSC2=C3CN(C(C3=CC=C2)=O)C2C(NC(CC2)=O)=O